CC=1C=C2C(C=C(OC2=C(C1)C(C)NC1=C(C(=O)O)C=CC=C1)C1=CC2=CN(N=C2C=C1)CCN1CCOCC1)=O 2-((1-(6-methyl-2-(2-(2-morpholinoethyl)-2H-indazol-5-yl)-4-oxo-4H-chromen-8-yl)ethyl)amino)benzoic acid